p-Terphenyl-4,4''-dithiol C1(=CC=C(C=C1)S)C1=CC=C(C=C1)C1=CC=C(C=C1)S